C(#N)C(CCC(=O)O)(C)SC(=O)SSCCCCCCCCCCCC 4-cyano-4-[(dodecylsulfanylsulfanylcarbonyl)sulfanyl]pentanoic acid